linderic acid CCCCCCC/C=C\CCC(=O)O